methoxy-2-propanol acetate C(C)(=O)OC(COC)C